ClC1=C(C=CC=C1)C1NC2=CC=CC=C2C(N1)=O 2-(2-chlorophenyl)-2,3-dihydro-quinazolin-4(1H)-one